6-(3-Fluoro-5-isobutoxyphenyl)-N-[(6-methoxy-2-pyridyl)sulfonyl]-2-[(4S)-2,2,4-trimethylpyrrolidin-1-yl]pyridin-3-carboxamid FC=1C=C(C=C(C1)OCC(C)C)C1=CC=C(C(=N1)N1C(C[C@@H](C1)C)(C)C)C(=O)NS(=O)(=O)C1=NC(=CC=C1)OC